CC1=NN2C(N=C(C=C2)C(=O)O)=C1 2-methylpyrazolo[1,5-a]pyrimidine-5-carboxylic acid